2-(3-chloro-4-cyclopropoxybenzoyl)cyclopropane-1-carboxylic acid ClC=1C=C(C(=O)C2C(C2)C(=O)O)C=CC1OC1CC1